The molecule is conjugate base of 7,8-dihydro-7,8-dihydroxykynurenic acid; major species at pH 7.3. It is a quinolinemonocarboxylate and a hydroxy monocarboxylic acid anion. It is a conjugate base of a 7,8-dihydro-7,8-dihydroxykynurenic acid. C1=CC2=C(C(C1O)O)NC(=CC2=O)C(=O)[O-]